dimethylaminoethylacrylate CN(C)CCOC(C=C)=O